5-(4-(11-bromoundecyl)piperazin-1-yl)-2-(2,6-dioxopiperidin-3-yl)isoindole-1,3-dione BrCCCCCCCCCCCN1CCN(CC1)C=1C=C2C(N(C(C2=CC1)=O)C1C(NC(CC1)=O)=O)=O